2-(4-Dimethylamino-phenyl)-1H-benzoimidazole-5-carboxylic acid (2-methoxyethyl)-amide COCCNC(=O)C1=CC2=C(NC(=N2)C2=CC=C(C=C2)N(C)C)C=C1